O=C1NC2=CC=CC=C2C1=CNC1=CC=C(C=C1)S(=O)(=O)NC=1SC=CN1 4-{[(2-Oxo-1,2-dihydro-3H-indol-3-ylidene)methyl]amino}-N-(1,3-thiazol-2-yl)benzenesulfonamide